2,2-dimethoxy-1-(triethylsiloxycarbonyl)methyl-1-aza-2-silacyclopentane CO[Si]1(N(CCC1)CC(=O)O[Si](CC)(CC)CC)OC